ClC=1C=C(C(=NC1)OC(F)F)C1=NN=C(N1C)C1=NC=CC=C1OC(F)F 5-chloro-2-(difluoromethoxy)-3-(5-(3-(difluoromethoxy)pyridin-2-yl)-4-methyl-4H-1,2,4-triazol-3-yl)pyridine